tert-butyl (R)-4-(6-aminopyridin-3-yl)-3-methylpiperazine-1-carboxylate NC1=CC=C(C=N1)N1[C@@H](CN(CC1)C(=O)OC(C)(C)C)C